ClC1=CC=C(C=C1)C1=CC(=CC=C1)C1=NC=NC(=N1)C1=CC=CC=C1 4-(4'-chloro-[1,1'-biphenyl]-3-yl)-6-phenyl-1,3,5-triazine